C1(CCC1)N1N=C(C=C1)NC1=NN=C(S1)C(=O)OCC ethyl 5-[(1-cyclobutylpyrazol-3-yl)amino]-1,3,4-thiadiazole-2-carboxylate